CN1C(C2=C(C=C1)C=CN2S(=O)(=O)C2=CC=CC=C2)=O 6-methyl-1-(phenylsulfonyl)-1,6-dihydro-7H-pyrrolo[2,3-c]pyridin-7-one